IC=1C=CC=2N(C1)C=NC2C(=O)N 6-iodoimidazo[1,5-a]pyridine-1-carboxamide